(E)-N-hydroxy-3-(2-(4-(((5-isopropylpyridin-2-yl)methyl)amino)piperidin-1-yl)phenyl)acrylamide ONC(\C=C\C1=C(C=CC=C1)N1CCC(CC1)NCC1=NC=C(C=C1)C(C)C)=O